BrC=1C=C(C=CC1F)N1C(SCC1=O)C1=CC(=CC(=C1)F)F 3-(3-Bromo-4-fluorophenyl)-2-(3,5-difluorophenyl)thiazolidin-4-one